2-(2-(1-(3,4-difluorophenyl)-6-oxopiperidin-2-yl)-5-(3,5-dimethylisoxazol-4-yl)-1H-benzo[d]imidazol-1-yl)thiazole-5-carboxylic acid FC=1C=C(C=CC1F)N1C(CCCC1=O)C1=NC2=C(N1C=1SC(=CN1)C(=O)O)C=CC(=C2)C=2C(=NOC2C)C